BrC=1C(=NC(=NC1C)C1CC1)O 5-bromo-2-cyclopropyl-6-methyl-pyrimidin-4-ol